FC(C=1C=C(CNC(=O)C2=CC=C(C=C2)C2=C3C=C(NC3=CC=C2)C(=O)OC)C=CC1)(F)F methyl 4-(4-((3-(trifluoromethyl)benzyl)carbamoyl)phenyl)-1H-indole-2-carboxylate